ClC1=NN(C=C1C(C(=O)N)(C)S(=O)(=O)C)C=1C=NC=CC1 [3-Chloro-1-(3-pyridinyl)-1H-pyrazol-4-yl]-2-(methylsulfonyl)-propanamide